menth-1-en-3-one C1(=CC(C(CC1)C(C)C)=O)C